C(C1=CC=CC=C1)(C1=CC=CC=C1)(C1=CC=CC=C1)N1C(=CC=CC=C1)C(=O)O (R)-1-tritylazepine-2-carboxylic acid